C1(=CC=CC=C1)C(C1=CC=CC=C1)=NC1=CC(=NC=C1)NC(C)=O N-(4-((diphenylmethylene)amino)pyridin-2-yl)acetamide